OC(C(=O)OC(CCCCC)CC)CCCCCCCCCCCCCCCC Ethylhexyl Hydroxystearat